C(C1=CC=CC=C1)OC1=NC(=CC=C1)OCC1=CC=CC=C1 2,6-bis(benzyloxy)pyridine